N-((R)-1-(3-(1-ethyl-1H-pyrazol-3-yl)-5-(1-isopropyl-1H-pyrazol-4-yl)phenyl)ethyl)-2-methyl-5-(((S)-1-methylazetidin-2-yl)methoxy)benzamide C(C)N1N=C(C=C1)C=1C=C(C=C(C1)C=1C=NN(C1)C(C)C)[C@@H](C)NC(C1=C(C=CC(=C1)OC[C@H]1N(CC1)C)C)=O